β-hydroxytetradecanoate OC(CC(=O)[O-])CCCCCCCCCCC